C(C)(CC)[BH-](C(C)CC)C(C)CC tri-sec-butylborohydride